3,3-difluoro-1-(6-(3-methyl-3H-imidazo[4,5-b]pyridin-6-yl)thieno[2,3-b]pyridin-2-yl)cyclobutanol FC1(CC(C1)(O)C1=CC=2C(=NC(=CC2)C=2C=C3C(=NC2)N(C=N3)C)S1)F